FC(C1(CC1)C1=CC=C(C=N1)C(C)=O)(F)F 1-(6-(1-(trifluoromethyl)cyclopropyl)pyridin-3-yl)ethanone